methyl 2-bromo-5-((4-(cyclopentylamino)-5-(trifluoromethyl)pyrimidin-2-yl)amino)benzoate BrC1=C(C(=O)OC)C=C(C=C1)NC1=NC=C(C(=N1)NC1CCCC1)C(F)(F)F